Acetic acid trifluoromethyl-acetate (trifluoromethylacetate) FC(F)(F)CC(=O)O.FC(F)(F)OC(C)=O.C(C)(=O)O